NC1CN(CC1)S(=O)(=O)C1=CC=C(CNC(=O)C2=CC=3C(=CN=CC3)S2)C=C1 Thieno[2,3-c]pyridine-2-carboxylic acid 4-(3-amino-pyrrolidine-1-sulfonyl)-benzylamide